2-[2-(4-acetylpiperazin-1-yl)pyrimidin-4-yl]-N-{[4-methyl-2-(piperidin-1-yl)phenyl](5-methylfuran-2-yl)methyl}acetamide C(C)(=O)N1CCN(CC1)C1=NC=CC(=N1)CC(=O)NC(C=1OC(=CC1)C)C1=C(C=C(C=C1)C)N1CCCCC1